ethyl 3-(2,4-difluorophenyl)-3-hydroxybutanoate FC1=C(C=CC(=C1)F)C(CC(=O)OCC)(C)O